6-chloro-9-nitro-5-oxo-5H-benzo[a]phenoxazine ClC=1C(C2=C(C3=NC4=CC=C(C=C4OC13)[N+](=O)[O-])C=CC=C2)=O